C(C)OC(=O)C=1SC(=NN1)Br 5-bromo-1,3,4-thiadiazole-2-carboxylic acid ethyl ester